IC1=CN(C2=C1C(=NC=C2)C(F)(F)F)CCO 2-[3-iodo-4-(trifluoromethyl)-1H-pyrrolo[3,2-c]pyridin-1-yl]ethan-1-ol